BrC1=NN=C(S1)N1N=CC2=C(C=C(C=C12)S(=O)(=O)NC1(COC1)C)N1CCN(CC1)C(C(C)C)=O 1-(5-bromo-1,3,4-thiadiazol-2-yl)-4-(4-isobutyrylpiperazin-1-yl)-N-(3-methyloxetan-3-yl)-1H-indazole-6-sulfonamide